1-(4-(2-(3-(4-(tert-butyl)piperazin-1-yl)phenyl)-3-hydroxy-6-methylpyridin-4-yl)-2-chlorophenyl)-3-methyl-1,5-dihydro-2H-pyrrol-2-one C(C)(C)(C)N1CCN(CC1)C=1C=C(C=CC1)C1=NC(=CC(=C1O)C1=CC(=C(C=C1)N1C(C(=CC1)C)=O)Cl)C